FC1=C(OC2=C(C=C(C=C2)NC([C@H](C)NC(OC(C)(C)C)=O)=O)C=2C3=C(C(N(C2)C)=O)N(C=C3)S(=O)(=O)C3=CC=C(C)C=C3)C=CC(=C1)F tert-butyl (S)-(1-((4-(2,4-difluorophenoxy)-3-(6-methyl-7-oxo-1-tosyl-6,7-dihydro-1H-pyrrolo[2,3-c]pyridin-4-yl)phenyl)amino)-1-oxopropan-2-yl)carbamate